N(=[N+]=[N-])[C@@H]1[C@@H](C[C@@H](OC1)C(=O)N1[C@H](C2=CC=CC=C2CC1)C1=CC=C(C=C1)F)F ((2r,4r,5S)-5-azido-4-fluorotetrahydro-2H-pyran-2-yl)((S)-1-(4-fluorophenyl)-3,4-dihydroisoquinolin-2(1H)-yl)methanone